(R)- or (S)-N-(5-(5-oxo-4,5-dihydro-1,2,4-oxadiazol-3-yl)-1-(4-(trifluoromethyl)phenyl)-1,2,3,4-tetrahydroquinolin-3-yl)acrylamide O=C1NC(=NO1)C1=C2C[C@H](CN(C2=CC=C1)C1=CC=C(C=C1)C(F)(F)F)NC(C=C)=O |o1:9|